2,4-dihydroxynicotinic acid OC1=C(C(=O)O)C(=CC=N1)O